N-(3'-(tert-butyl)-[1,1'-biphenyl]-3-yl)-8-chloro-N-methyl-[1,2,4]triazolo[4,3-a]quinazolin-5-amine C(C)(C)(C)C=1C=C(C=CC1)C1=CC(=CC=C1)N(C1=NC=2N(C3=CC(=CC=C13)Cl)C=NN2)C